CC(C(=O)OCCN(C)C)=C dimethylaminoethyl methylacrylate